sodium 3-mercapto-propanesulfonate SCCCS(=O)(=O)[O-].[Na+]